3-(3-(4-(cyclopentanecarbonyl)piperazin-1-yl)-3-oxopropyl)-7-fluoroisoquinolin-1(2H)-one C1(CCCC1)C(=O)N1CCN(CC1)C(CCC=1NC(C2=CC(=CC=C2C1)F)=O)=O